N(=[N+]=[N-])C1=C(C(=C(CO)C(=C1F)F)F)F 4-azido-2,3,5,6-tetrafluorobenzyl alcohol